N-NONYLCYCLOHEXANE CCCCCCCCCC1CCCCC1